trideuterio(deuteriooxy)methane [2H]C(O[2H])([2H])[2H]